C(C(=C)C)(=O)OCC(CCCCCCCCCC)OC(C(=C)C)=O 1,2-dodecanediol dimethacrylate